BrC=1C(=C(C=CC1)N1C2=CC=CC=C2C=2C=CC=CC12)[N+](=O)[O-] 9-(3-bromo-2-nitrophenyl)carbazole